tert-butyl 3-[4-(3-chloro-2-fluoro-anilino)pyrido[3,4-d]pyrimidin-6-yl]piperidine-1-carboxylate ClC=1C(=C(NC=2C3=C(N=CN2)C=NC(=C3)C3CN(CCC3)C(=O)OC(C)(C)C)C=CC1)F